3-nitro-1-(4-oxopentyl)-1,5-naphthyridin-2(1H)-one [N+](=O)([O-])C=1C(N(C2=CC=CN=C2C1)CCCC(C)=O)=O